3-fluoro-5-((3-hydroxy-2-methyl-1,1-dioxo-7-(trifluoromethyl)-2,3-dihydrobenzo[d]isothiazol-6-yl)oxy)benzonitrile FC=1C=C(C#N)C=C(C1)OC1=C(C2=C(C(N(S2(=O)=O)C)O)C=C1)C(F)(F)F